C(C)(C)(C)OC(=O)N(CCC1=CC=CC=C1)CC1CN(C1)C(=O)OCC1=CC=CC=C1 benzyl 3-{[(tert-butoxycarbonyl)(2-phenylethyl)amino]methyl}azetidine-1-carboxylate